ClC1=C(C=CC=C1Cl)SC=1N=CC(=NC1N)NCC1NCCC1 5-((2,3-dichlorophenyl)thio)-N2-(pyrrolidin-2-ylmethyl)pyrazine-2,6-diamine